trans-5-(5-((7-ethyl-6-carbonyl-5,6-dihydro-1,5-naphthyridin-3-yl)methyl)-2,5-diazabicyclo[4.2.0]octane-2-yl)-N-methylpyridine-2-carboxamide C(C)C=1C(NC=2C=C(C=NC2C1)CN1CCN([C@@H]2CC[C@@H]12)C=1C=CC(=NC1)C(=O)NC)=C=O